(S)-7-((6-((dimethylamino)-methyl)-5-(tetrahydrofuran-3-yl)pyridin-2-yl)amino)-4-(1-methyl-1H-pyrrolo[2,3-b]pyridin-4-yl)-2,3-dihydro-1H-pyrrolo[3,4-c]pyridin-1-one CN(C)CC1=C(C=CC(=N1)NC=1C2=C(C(=NC1)C1=C3C(=NC=C1)N(C=C3)C)CNC2=O)[C@H]2COCC2